1-[(1,3-dioxo-1,3-dihydro-2H-isoindol-2-yl)oxy]-3-phenylpropan O=C1N(C(C2=CC=CC=C12)=O)OCCCC1=CC=CC=C1